2-[4-bromo-2-[3-[2-[(6-bromo-2-pyridinyl)oxymethyl]-5-cyano-3-pyridinyl]propoxy]-5-fluoro-phenyl]acetic acid ethyl ester C(C)OC(CC1=C(C=C(C(=C1)F)Br)OCCCC=1C(=NC=C(C1)C#N)COC1=NC(=CC=C1)Br)=O